O=C1N2[C@@H](SCCC1)CC1([C@H]2C(N[C@H]2CCCC3=CC=CC=C23)=O)CCCC1 (4'S,7'S,9a'S)-5'-oxo-7'-(((S)-1,2,3,4-tetrahydronaphthalen-1-yl)carbamoyl)-2',3',4',5',9',9a'-hexahydro-7'H-spiro[cyclopentane-1,8'-pyrrolo[2,1-b][1,3]thiazepin]